(1R,5S)-N-(2-cyanoethyl)-3-{2-[(1-methyl-1H-pyrazol-4-yl)amino]pyrimidin-4-yl}-3,8-diazabicyclo[3.2.1]octane-8-carboxamide C(#N)CCNC(=O)N1[C@H]2CN(C[C@@H]1CC2)C2=NC(=NC=C2)NC=2C=NN(C2)C